hexafluoro-2,2-diphenylpropane FC(C(C(F)(F)F)(C1=CC=CC=C1)C1=CC=CC=C1)(F)F